ClC=1C=C2CCN(CC2=C(C1)[C@H]1N(CCC1)C(=O)OC(C)(C)C)C(=O)C=1C=NC(=NC1)C(F)(F)F.C(=O)(O)C1=CC=C(C=C1)C#CC=1C(=C2C=3C(=C(C(=C(C3C3=CC=CC=C3C2=CC1)C#CC1=CC=C(C=C1)C(=O)O)C#CC1=CC=C(C=C1)C(=O)O)C#CC1=CC=C(C=C1)C(=O)O)C#CC1=CC=C(C=C1)C(=O)O)C#CC1=CC=C(C=C1)C(=O)O hexa(4-carboxyphenylethynyl) triphenylene tert-butyl (S)-2-[6-chloro-2-[2-(trifluoromethyl)pyrimidine-5-carbonyl]-1,2,3,4-tetrahydroisoquinoline-8-yl]pyrrolidine-1-carboxylate